4-(4-chlorobutyl)piperazine-1-carboxylic acid tert-butyl ester C(C)(C)(C)OC(=O)N1CCN(CC1)CCCCCl